FC1=C(CN(S(=O)(=O)C)C2=CC(=CC=C2)C(F)(F)F)C=CC(=C1)C(=O)NNC(C(F)(F)F)=O N-(2-fluoro-4-(2-(2,2,2-trifluoroacetyl)hydrazine-1-carbonyl)benzyl)-N-(3-(trifluoromethyl)phenyl)methanesulfonamide